FC(C1=CC=C(C=C1)[C@@H](C)O)(F)F (R)-1-(4-(trifluoromethyl)phenyl)ethan-1-ol